(5'S)-3-[(isoquinolin-6-yl)methoxy]-5'-(pyrazin-2-yl)tetrahydro-3'H-spiro[cyclobutane-1,2'-pyrrolo[2,1-b][1,3]oxazol]-3'-one C1=NC=CC2=CC(=CC=C12)COC1CC2(C(N3C(O2)CC[C@H]3C3=NC=CN=C3)=O)C1